(S)-7-((5-Methyl-6-(4-((methyl(2-(methylamino)ethyl)amino)methyl)piperidin-1-yl)pyridin-3-yl)methyl)-N2-(pentan-2-yl)imidazo[2,1-f][1,2,4]triazin-2,4-diamin CC=1C=C(C=NC1N1CCC(CC1)CN(CCNC)C)CC1=CN=C2C(=NC(=NN21)N[C@@H](C)CCC)N